CC(CCN([C@@H](C)C(=O)O)P(=O)(OC1=C(C(=C(C(=C1F)F)F)F)F)OC1=CC=C(C=C1)C(C)(C)C)(C)C.C(C)(C)(C)OC(=O)N1CCC1 N-(tert-butoxycarbonyl)azetidine 3,3-dimethylbutyl-((4-(tert-butyl)phenoxy)(perfluorophenoxy)phosphoryl)-L-alaninate